(Z)-6-(5-Fluoro-2-oxoindole-3-ylidene)-2-methyl-4-phenyl-1,4,5,6-tetrahydrocyclopenta[b]pyrrole-3-carboxylic acid ethyl ester C(C)OC(=O)C=1C2=C(NC1C)\C(\CC2C2=CC=CC=C2)=C\2/C(NC1=CC=C(C=C21)F)=O